BrC1=CC=C(C=C1)CC(C#N)S(=O)(=O)C1=CC=C(C)C=C1 3-(4-bromophenyl)-2-(toluene-4-sulfonyl)-propionitrile